C(C=C)(=O)N1C(CN(CC1)C1=NC(=NC=2CC(CCC12)N1CCCC2=CC=CC=C12)N1CCC(CC1)N(C)C)CC#N 2-(1-acryloyl-4-(2-(4-(dimethylamino)piperidin-1-yl)-7-(3,4-dihydroquinolin-1(2H)-yl)-5,6,7,8-tetrahydroquinazolin-4-yl)piperazin-2-yl)acetonitrile